ClC1=NC(=C2C(=N1)N(N=C2)C)NCC2=CC=C(C=C2)S(=O)(=O)N 4-((6-chloro-1-methyl-1H-pyrazolo[3,4-d]pyrimidin-4-yl)aminomethyl)-benzenesulfonamide